(1,1-difluoro-2-hydroxyethyl)-4-hydroxycyclohexane-1-one oxime FC(CO)(F)C1C(CCC(C1)O)=NO